tributyl-(2-ethoxyvinyl)tin C(CCC)[Sn](C=COCC)(CCCC)CCCC